6-(3,5-dimethylpyrazol-1-yl)-2-[1-[3-(3-methylthiophen-2-yl)propanoyl]piperidin-4-yl]pyridazin-3-one CC1=NN(C(=C1)C)C=1C=CC(N(N1)C1CCN(CC1)C(CCC=1SC=CC1C)=O)=O